3-(2,6-dioxopiperidin-3-yl)pyrazolo[1,5-a]pyridin-5-yl trifluoromethanesulfonate FC(S(=O)(=O)OC1=CC=2N(C=C1)N=CC2C2C(NC(CC2)=O)=O)(F)F